C(C)(C)(C)OC(=O)N1CCC2(C[C@@H](NC2=O)CCN2CCN(CC2)C2=CC(=CC=C2)Cl)CC1.BrCCOC1=C(C(=CC=C1)OCCBr)OCCBr 1,2,3-tris(bromoethoxy)benzene tert-butyl-(R)-3-(2-(4-(3-chlorophenyl)piperazin-1-yl)ethyl)-1-oxo-2,8-diazaspiro[4.5]decane-8-carboxylate